bis(3-(2-propylimidazolyl)propyl)-N-methyl-amine C(CC)C=1NC=C(N1)CCCN(C)CCCC=1N=C(NC1)CCC